3-HYDROXYQUINOLINE-4-CARBOXALDEHYDE OC=1C=NC2=CC=CC=C2C1C=O